C([C@H]1[C@@H]([C@H]([C@@H](O1)O[C@@H]2[C@H]([C@H]([C@H](O[C@H]2O[C@H]3[C@H]([C@H](O[C@H]([C@@H]3O)O[C@@H]4[C@H](O[C@@H]([C@H]([C@H]4O)O)O)CO)COP(=O)(O)O)O)CO)O)O)O)O)O The molecule is a tetrasaccharide derivative that is the tetrasaccharide phosphate corresponding to the oligosaccharide repeating unit of Leishmania major promastigote lipophosphoglycan. It has a role as an epitope. It is an oligosaccharide phosphate and a tetrasaccharide derivative.